7-cyclopropyl-1-(4-(difluoromethoxy)phenyl)-3-(2-(2-hydroxypropan-2-yl)-1-methyl-1H-benzo[d]imidazol-6-yl)-2(1H)-quinoxalinone C1(CC1)C1=CC=C2N=C(C(N(C2=C1)C1=CC=C(C=C1)OC(F)F)=O)C=1C=CC2=C(N(C(=N2)C(C)(C)O)C)C1